sodium terphenyl-carboxylate C=1(C(=CC=CC1)C(=O)[O-])C=1C(=CC=CC1)C1=CC=CC=C1.[Na+]